N1=NC=C2C1=NCO2 pyrazolo[3,4-d]oxazole